C1(CC1)C1=C(C=CC(=C1)OC)C=1N(C(C2=C(N1)SC1=C2C=CC=C1CC(=O)N)=O)CC1=CN=CO1 (2-(2-cyclopropyl-4-methoxyphenyl)-3-(oxazol-5-ylmethyl)-4-oxo-3,4-dihydrobenzo[4,5]thieno[2,3-d]pyrimidin-8-yl)acetamide